6,6,9-trimethyl-3-pentyl-benzo[c]chromene-1-ol CC1(OC=2C=C(C=C(C2C2=C1C=CC(=C2)C)O)CCCCC)C